FC(S(=O)(=O)OC=1CN(CC1)C(=O)OC(C)(C)C)(F)F tert-butyl 3-(trifluoromethanesulfonyloxy)-2,5-dihydropyrrole-1-carboxylate